20-tert-Butyl-12-(2,6-dimethylphenyl)-15-oxa-8λ6-thia-1,9,11,25-tetraazapentacyclo[14.7.1.13,7.110,14.017,22]hexacosa-3,5,7(26),10,12,14(25),17,19,21-nonaene-2,8,8-trione C(C)(C)(C)C1=CC=C2C3OC=4C=C(N=C(NS(C=5C=CC=C(C(N(CC2=C1)C3)=O)C5)(=O)=O)N4)C4=C(C=CC=C4C)C